3-[(2S,4R,5R)-5-[[bis-(4-methoxyphenyl)-phenyl-methoxy]methyl]-4-hydroxy-tetrahydrofuran-2-yl]-1H-pyrimidine-2,4-dione COC1=CC=C(C=C1)C(OC[C@@H]1[C@@H](C[C@H](O1)N1C(NC=CC1=O)=O)O)(C1=CC=CC=C1)C1=CC=C(C=C1)OC